(5-Methylisoxazol-3-yl)methyl ((S)-1-(4,4-difluorocyclohexyl)-2-oxo-2-((4-(((S)-2-oxo-4-(trifluoromethyl)imidazolidin-1-yl)methyl)pyridin-2-yl)amino)ethyl)carbamate FC1(CCC(CC1)[C@@H](C(NC1=NC=CC(=C1)CN1C(N[C@@H](C1)C(F)(F)F)=O)=O)NC(OCC1=NOC(=C1)C)=O)F